6-(4-fluoro-2-(2-(3-(methoxy(methyl)carbamoyl)-1,5-dimethyl-1H-pyrazol-4-yl)ethoxy)phenyl)imidazo[1,2-a]pyridin FC1=CC(=C(C=C1)C=1C=CC=2N(C1)C=CN2)OCCC=2C(=NN(C2C)C)C(N(C)OC)=O